tert-butyl 4-(2-ethyl-7-{[4-fluoro-2-(hydroxymethyl)-1,3-benzoxazol-6-yl]carbamoyl}indazol-4-yl)piperazine-1-carboxylate C(C)N1N=C2C(=CC=C(C2=C1)N1CCN(CC1)C(=O)OC(C)(C)C)C(NC1=CC2=C(N=C(O2)CO)C(=C1)F)=O